N1C(=NC2=C1C=CC=C2)C=2C=CC(=C(C2)NC(C2=CC(=C(C=C2)OCC2=CC=C(C=C2)Cl)OC)=O)C N-[5-(1H-1,3-benzodiazol-2-yl)-2-methylphenyl]-4-[(4-chlorophenyl)methoxy]-3-methoxybenzamide